C(#N)C1(CCC1)C(=O)N1CC2(CC2)[C@@H]([C@@H]1CC1=C(C(=CC=C1)C1=CC(=CC(=C1)F)F)F)NS(=O)(=O)C(F)F N-[(6S,7S)-5-(1-cyanocyclobutanecarbonyl)-6-[[3-(3,5-difluorophenyl)-2-fluoro-phenyl]methyl]-5-azaspiro[2.4]heptan-7-yl]-1,1-difluoro-methanesulfonamide